N1(N=NC=C1)C1=C(C=CC=C1)OC1=NC(=NC=C1C)NC1=C(C=CC(=C1)N1CCN(CC1)C)OC 4-[2-(1H-1,2,3-triazol-1-yl)phenyloxy]-N-(2-methoxy-5-(4-methylpiperazin-1-yl)phenyl)-5-methylpyrimidin-2-amine